1-(5-(4-((4-(2,5-Dimethoxy-4-(2-methyl-1-oxo-1,2-dihydro-2,7-naphthyridin-4-yl)phenoxy)piperidin-1-yl)methyl)piperidine-1-carbonyl)-2-methoxyphenyl)dihydropyrimidine-2,4(1H,3H)-dione COC1=C(OC2CCN(CC2)CC2CCN(CC2)C(=O)C=2C=CC(=C(C2)N2C(NC(CC2)=O)=O)OC)C=C(C(=C1)C1=CN(C(C2=CN=CC=C12)=O)C)OC